ClC1=NC(=CC=C1C(=O)NS(=O)(=O)C1=CC=CC(=N1)OCCCC1CCC(N1C(=O)OC(C)(C)C)(C)C)N1N=C(C=C1)OCCC1(CC1)C(F)(F)F tert-Butyl 5-[3-[[6-[[2-chloro-6-[3-[2-[1-(trifluoromethyl)cyclopropyl]ethoxy]pyrazol-1-yl]pyridine-3-carbonyl]sulfamoyl]-2-pyridyl]oxy]propyl]-2,2-dimethyl-pyrrolidine-1-carboxylate